5-bromo-2-hydroxy-3-(trifluoromethoxy)benzaldehyde BrC=1C=C(C(=C(C=O)C1)O)OC(F)(F)F